O=C1C=2N=C(N(C2N=CN1CCC)COP(O)(O)=O)C=1C=NN(C1)CC1=CC(=CC=C1)C(F)(F)F Phosphoric acid mono-{6-oxo-1-propyl-8-[1-(3-trifluoromethyl-benzyl)-1H-pyrazol-4-yl]-1,6-dihydro-purin-9-ylmethyl} ester